C12(CC3CC(CC(C1)C3)C2)NC2=NS(C3=C(N2)C=C(S3)Cl)(=O)=O 3-(1-adamantyl)amino-6-chloro-4H-thieno[3,2-e]-1,2,4-thiadiazine 1,1-dioxide